O[C@H](C)C1=NC=2C(=C3C(=NC2)NN=C3)N1[C@@H]1CN(CC1)CCCC#N 4-((S)-3-(2-((R)-1-hydroxyethyl)imidazo[4,5-d]pyrazolo[3,4-b]pyridin-1(6H)-yl)pyrrolidin-1-yl)butyronitrile